CN(C1(CCC2(CN(C(N2)=O)C=2C(=NC(=NC2)N2CCOCC2)C)CC1)C1=CC=CC=C1)C cis-8-dimethylamino-3-(4-methyl-2-morpholin-4-yl-pyrimidin-5-yl)-8-phenyl-1,3-diazaspiro[4.5]decan-2-one